COC=1C=C2C(=CC=NC2=CC1OC)N1CCC(CC1)CC 2-(1-(6,7-dimethoxyquinolin-4-yl)piperidin-4-yl)ethan